ClC1=C(C=CC=C1Cl)C1=C2C(=NC=C1)N(C(=N2)C(=O)OCC)C ethyl 7-(2,3-dichlorophenyl)-3-methyl-3H-imidazo[4,5-b]pyridine-2-carboxylate